2,4-dihydroxy-5-(3-methylbut-2-en-1-yl)benzaldehyde OC1=C(C=O)C=C(C(=C1)O)CC=C(C)C